2-[5-bromo-3-(ethanesulfonyl)pyridin-2-yl]-5-trifluoromethanesulfonyl-1,3-benzoxazole BrC=1C=C(C(=NC1)C=1OC2=C(N1)C=C(C=C2)S(=O)(=O)C(F)(F)F)S(=O)(=O)CC